manganese dihydrogen phosphate trihydrate O.O.O.P(=O)(O)(O)[O-].[Mn+2].P(=O)(O)(O)[O-]